OCC(=O)CO 1,3-DIHYDROXYACETON